N-(4-chloro-3-methylphenyl)-6-methoxy-N-methyl-1-(6-methyl-4-(trifluoromethyl)pyridin-2-yl)indoline-2-carboxamide ClC1=C(C=C(C=C1)N(C(=O)C1N(C2=CC(=CC=C2C1)OC)C1=NC(=CC(=C1)C(F)(F)F)C)C)C